N1=NC=C2N1C=CC(=C2)C2=C(C=1CCCC1C=C2)N 5-([1,2,3]triazolo[1,5-a]pyridin-5-yl)-2,3-dihydro-1H-inden-4-amine